2-chloro-4,7,8-triphenylbenzofuro[3,2-d]Pyrimidine ClC=1N=C(C2=C(N1)C1=C(O2)C=C(C(=C1)C1=CC=CC=C1)C1=CC=CC=C1)C1=CC=CC=C1